FC1=C(C=C2C3=C(N=CN=C13)N1[C@H](CO2)CN([C@@H](C1)C)C(=O)OC(C)(C)C)C1=C(C=CC=2N(C=NC21)C2OCCCC2)C tert-butyl (8aS,11R)-4-fluoro-11-methyl-5-[5-methyl-1-(oxan-2-yl)-1H-benzimidazol-4-yl]-8a,9,11,12-tetrahydropyrazino[2',1':3,4][1,4]oxazepino[5,6,7-de]quinazoline-10(8H)-carboxylate